O1C[C@@H](CC1)CN (S)-(tetrahydrofuran-3-yl)methanamine